8-((2S,5R)-4-(bis(4-(hydroxymethyl)phenyl)methyl)-2,5-dimethylpiperazin-1-yl)-5-methyl-6-oxo-5,6-dihydro-1,5-naphthyridine-2-carbonitrile OCC1=CC=C(C=C1)C(N1C[C@@H](N(C[C@H]1C)C1=CC(N(C=2C=CC(=NC12)C#N)C)=O)C)C1=CC=C(C=C1)CO